1-(6-chloro-1-(2-(1,1-difluoroethyl)pyrimidin-4-yl)-1H-pyrazolo[4,3-C]pyridin-3-yl)-N,N-dimethylpyrrolidin-3-amine ClC1=CC2=C(C=N1)C(=NN2C2=NC(=NC=C2)C(C)(F)F)N2CC(CC2)N(C)C